C1(CC1)C(=O)OCN1CC2CCC(C1)O2 (8-oxa-3-azabicyclo[3.2.1]octan-3-yl)methyl cyclopropane-1-carboxylate